2-[2-amino-4-(4-aminopiperidin-1-yl)-5-(3-fluoro-5-methylphenyl)pyridin-3-yl]-7-fluoro-1H-1,3-benzodiazole-5-carbonitrile NC1=NC=C(C(=C1C1=NC2=C(N1)C(=CC(=C2)C#N)F)N2CCC(CC2)N)C2=CC(=CC(=C2)C)F